1-N-(2-((1r,4r)-4-(hydroxymethyl)cyclohexyl)-5-methoxybenzo[d]oxazol-6-yl)pyrazine-2-carboxamide OCC1CCC(CC1)C=1OC2=C(N1)C=C(C(=C2)N2C(C=NC=C2)C(=O)N)OC